ClC=1C(=C(C=CC1Cl)NC1=NC=NC2=CC(=C(C=C12)C1CN(C1)C(C=C)=O)OCCCN1CCOCC1)F 1-(3-(4-((3,4-dichloro-2-fluorophenyl)amino)-7-(3-morpholinopropoxy)quinazolin-6-yl)azetidin-1-yl)prop-2-en-1-one